7-bromo-N-ethyl-2-hydrazinyl-N-Phenylquinazolin-4-amine BrC1=CC=C2C(=NC(=NC2=C1)NN)N(C1=CC=CC=C1)CC